ClC1=NC=C(C(=N1)C1=CC2=C(N=C(S2)NC2CCCC2)C=C1)F 6-(2-chloro-5-fluoropyrimidin-4-yl)-N-cyclopentylbenzo[d]thiazol-2-amine